C(C)(C)(C)OC(=O)N1C[C@@H](CC1)C(=O)O (R)-1-tert-butoxycarbonyl-3-pyrrolidinecarboxylic acid